BrC1=CC=C(C=C1)C(C(NNC1=C(C=CC=C1OC)F)C1=CCOC(O1)(C)C)=O 6-(2-(4-bromophenyl)-1-(2-(2-fluoro-6-methoxyphenyl)hydrazino)-2-oxoethyl)-2,2-dimethyl-4H-1,3-dioxin